(E)-8-bromo-2-(methoxyimino)-3-((1-methyl-1H-pyrazol-4-yl)methyl)-N-(1-methylcyclopropyl)-4-oxo-1,2,3,4-tetrahydroquinazoline-6-sulfonamide BrC=1C=C(C=C2C(N(/C(/NC12)=N/OC)CC=1C=NN(C1)C)=O)S(=O)(=O)NC1(CC1)C